N1=CC(=CC=C1)C(=O)CC 3-pyridylethyl ketone